2-azido-1-(3-chlorophenyl)ethanone N(=[N+]=[N-])CC(=O)C1=CC(=CC=C1)Cl